(S)-5-(2-amino-[1,2,4]triazolo[1,5-a]pyridin-7-yl)-N-(1-(4-fluorophenyl)ethyl)-1-methyl-1H-indole-3-carboxamide NC1=NN2C(C=C(C=C2)C=2C=C3C(=CN(C3=CC2)C)C(=O)N[C@@H](C)C2=CC=C(C=C2)F)=N1